C(C)[C@H]1[C@@H](C1)C(=O)NC1=CC(=C(C=C1)C)C1=NC=CC=C1 (1R,2R)-2-ethyl-N-(4-methyl-3-(pyridin-2-yl)phenyl)cyclopropanecarboxamide